3-(2-carboxy-4-((dimethyl(oxo)-λ6-sulfanylidene)carbamoyl)-benzamido)-3',4'-difluoro-[1,1'-biphenyl]-4-carboxylic acid C(=O)(O)C1=C(C(=O)NC=2C=C(C=CC2C(=O)O)C2=CC(=C(C=C2)F)F)C=CC(=C1)C(N=S(=O)(C)C)=O